5-(3,3-dimethylbutanamido)-N-(4-(pyridin-2-yl)thiazol-2-yl)picolinamide CC(CC(=O)NC=1C=CC(=NC1)C(=O)NC=1SC=C(N1)C1=NC=CC=C1)(C)C